FC1=C(C(=C(C(=C1F)Cl)F)F)C1=C(C(=C(C(=C1F)F)Cl)F)F 2,2',3,3',5,5',6,6'-octafluoro-4,4'-dichlorobiphenyl